NC1=NC=2C=C(C(=CC2C2=C1C=NN2C)C(=O)N(C2COC1=C2C=CC(=C1)C#CC=1C=NN(C1)C)C)F 4-amino-7-fluoro-N,1-dimethyl-N-(6-((1-methyl-1H-pyrazol-4-yl)ethynyl)-2,3-dihydrobenzofuran-3-yl)-1H-pyrazolo[4,3-c]quinoline-8-carboxamide